phenyl 2-(3-(2-(3-ethoxy-1-(6-methoxypyridin-3-yl)-3-oxopropyl)thiazol-4-yl)propyl)-3,4-dihydro-1,8-naphthyridine-1(2H)-carboxylate C(C)OC(CC(C=1C=NC(=CC1)OC)C=1SC=C(N1)CCCC1N(C2=NC=CC=C2CC1)C(=O)OC1=CC=CC=C1)=O